C(=O)(O)CCCCCCCC1C(C(CCC1CCCCCC)CCCCCCCC(=O)O)CCCCCCCC 8-[3-(7-carboxyheptyl)-4-hexyl-2-octyl-cyclohexyl]octanoic acid